N-(2-carbamoyl-4-chloro-6-methyl-phenyl)-2-(3-chloro-2-pyridyl)-5-[[5-[2-(trifluoromethyl)phenyl]tetrazol-2-yl]methyl]pyrazole-3-carboxamide C(N)(=O)C1=C(C(=CC(=C1)Cl)C)NC(=O)C=1N(N=C(C1)CN1N=C(N=N1)C1=C(C=CC=C1)C(F)(F)F)C1=NC=CC=C1Cl